2-((5-(2-((3R,5S)-6-(dimethylamino)-5-hydroxy-2-methylhexan-3-yl)-2,6-diazaspiro[3.4]oct-6-yl)-1,2,4-triazin-6-yl)oxy)-5-fluoro-N,N-diisopropylbenzamide fumarate C(\C=C\C(=O)O)(=O)O.CN(C[C@H](C[C@H](C(C)C)N1CC2(C1)CN(CC2)C=2N=CN=NC2OC2=C(C(=O)N(C(C)C)C(C)C)C=C(C=C2)F)O)C